C(C)(C)(C)N1CCN(CC1)C=1C=C(C=NC1OC(F)F)B(O)O (5-(4-(tert-butyl)piperazin-1-yl)-6-(difluoromethoxy)pyridin-3-yl)boronic acid